1-(6,7-dihydro-5H-benzo[6,7]cyclohepta[1,2-c]pyridazin-3-yl)-N3-(3,4-dihydro-2H-benzo[b][1,4]dioxepin-7-yl)-1H-1,2,4-triazole-3,5-diamine N1=NC(=CC2=C1C1=C(CCC2)C=CC=C1)N1N=C(N=C1N)NC1=CC2=C(OCCCO2)C=C1